ClC1=C(C(=CC=C1)Cl)CC=O 2-(2,6-dichlorophenyl)acetaldehyde